(R)-2-((4-(3-(4-chloro-2-fluorophenyl)-2,3-dihydrobenzo[b][1,4]dioxin-5-yl)piperidin-1-yl)methyl)-4-ethoxy-1-methyl-1H-benzo[d]imidazole-6-carboxylic acid ClC1=CC(=C(C=C1)[C@H]1OC2=C(OC1)C=CC=C2C2CCN(CC2)CC2=NC1=C(N2C)C=C(C=C1OCC)C(=O)O)F